3-(6-chloro-1-(tetrahydro-2H-pyran-2-yl)-1H-pyrazolo[4,3-c]pyridin-3-yl)-6-oxa-3-azabicyclo[3.1.1]heptane ClC1=CC2=C(C=N1)C(=NN2C2OCCCC2)N2CC1OC(C2)C1